2-(1-(4-fluorobenzyl)azetidin-3-yl)-1,2,3,4-tetrahydro-2,7-naphthyridine FC1=CC=C(CN2CC(C2)N2CC3=CN=CC=C3CC2)C=C1